6-(3-(2-bromophenyl)-4-methylpiperazin-1-yl)-2-isopropylpyrimidin-4-amine BrC1=C(C=CC=C1)C1CN(CCN1C)C1=CC(=NC(=N1)C(C)C)N